triacetyl-triaminotriphenylbenzene C(C)(=O)C1=C(C(=C(C=C1)C1=C(C(=C(C(=C1N)N)N)C1=CC=CC=C1)C1=CC=CC=C1)C(C)=O)C(C)=O